4-amino-N-((5-bromo-4-methylpyridin-2-yl)methyl)-N-cyclopropyl-1,7-dimethyl-1H-pyrazolo[4,3-c]quinoline-8-carboxamide NC1=NC=2C=C(C(=CC2C2=C1C=NN2C)C(=O)N(C2CC2)CC2=NC=C(C(=C2)C)Br)C